tert-butyl 5-(2-(((benzyloxy)carbonyl)(methyl)amino)ethyl)-3-((4-methoxybenzyl)amino)pyrazine-2-carboxylate C(C1=CC=CC=C1)OC(=O)N(CCC=1N=C(C(=NC1)C(=O)OC(C)(C)C)NCC1=CC=C(C=C1)OC)C